C(=O)C1C(C1)C(C(=O)OCC)(C)C Ethyl 2-(2-formylcyclopropyl)-2-methyl-propionate